3,5-dihydroxyl-4-methyl-proline OC1[C@H](NC(C1C)O)C(=O)O